(R)-N-Cbz-3-hydroxymethylpyrrolidine C(=O)(OCC1=CC=CC=C1)N1C[C@@H](CC1)CO